(1R)-N1,N2-dimethylcyclohexane-1,2-diamine CN[C@H]1C(CCCC1)NC